CCCCC/C=C\C/C=C\C/C=C\CCCCCCC(=O)OC[C@H](COP(=O)([O-])OCC[N+](C)(C)C)OC(=O)CCCCCC/C=C\C/C=C\C/C=C\CCCCC 1,2-di-(8Z,11Z,14Z-eicosatrienoyl)-sn-glycero-3-phosphocholine